ClC1=NC(=CC(=C1)NC(=O)C1=CC2=C(S1)C=CC(=C2)C(C)(C)S(=O)(=O)C)OC2=CC=C(C=C2)C(F)(F)F N-(2-Chloro-6-(4-(trifluoromethyl)phenoxy)pyridin-4-yl)-5-(2-(methylsulfonyl)propan-2-yl)benzo[b]thiophen-2-carboxamid